COC1CCC(CC1)CN1C[C@@H](C([C@@H](C1)O)O)O (3S,4R,5R)-1-(((1r,4R)-4-methoxycyclohexyl)methyl)piperidine-3,4,5-triol